2-(2-Benzyloxyethoxy)ethanesulfonic acid C(C1=CC=CC=C1)OCCOCCS(=O)(=O)O